3-(4-(dimethylamino)phenyl)acrolein CN(C1=CC=C(C=C1)C=CC=O)C